tert-butyl (tert-butoxycarbonyl)(5-iodo-7-(pyridin-3-yl)-7H-pyrrolo[2,3-d]pyrimidin-4-yl)carbamate C(C)(C)(C)OC(=O)N(C(OC(C)(C)C)=O)C=1C2=C(N=CN1)N(C=C2I)C=2C=NC=CC2